ethylbis(2-methylphenyl)phosphine C(C)P(C1=C(C=CC=C1)C)C1=C(C=CC=C1)C